C(C)(C)OC1=CC=C(C=N1)C1=CC=C(C=N1)C(=O)N 6-(6-isopropoxy-3-pyridyl)pyridine-3-carboxamide